[1-(1-Acetylpiperidin-3-yl)ethyl]-2-(6-{5-chloro-2-[(oxazin-4-yl)amino]pyrimidin-4-yl}-1-oxo-2,3-dihydro-1H-isoindol-2-yl)acetamide C(C)(=O)N1CC(CCC1)C(C)C(C(=O)N)N1C(C2=CC(=CC=C2C1)C1=NC(=NC=C1Cl)NC1=CNOC=C1)=O